(Z)-2-(2-(3-(3-(3,5-bis(trifluoromethyl)phenyl)-1H-1,2,4-triazol-1-yl)acryloyl)-5-oxopyrazolidin-1-yl)-N,N-dimethylacetamide FC(C=1C=C(C=C(C1)C(F)(F)F)C1=NN(C=N1)\C=C/C(=O)N1N(C(CC1)=O)CC(=O)N(C)C)(F)F